OCCCN1CC2(CN(C2)C(=O)OC(C)(C)C)CC1 tert-butyl 6-(3-hydroxypropyl)-2,6-diazaspiro[3.4]octane-2-carboxylate